2-[(S)-1-Cyclopropylethyl]-5-{2-amino-3-[(4-hydroxybutylamino)carbonyl]-1,4,7a-triaza-5-indenyl}-7-(trifluoromethyl)-1-isoindolinone C1(CC1)[C@H](C)N1C(C2=C(C=C(C=C2C1)C1=NC2=C(C(=NN2C=C1)N)C(=O)NCCCCO)C(F)(F)F)=O